CC1=C2C(=NC(=C1)OCCC1=CC=C(C=C1)C(F)(F)F)C(=CN2)C(=O)O 7-methyl-5-{2-[4-(trifluoromethyl)phenyl]ethoxy}-1H-pyrrolo[3,2-b]pyridine-3-carboxylic acid